S1C=NC2=C1C=C(C=C2)S(=O)(=O)N2CC1=C(C2)CN(C1)C(=O)NCC1=NC=NN1 5-(1,3-Benzothiazole-6-sulfonyl)-N-(1H-1,2,4-triazol-5-ylmethyl)-1H,2H,3H,4H,5H,6H-pyrrolo[3,4-c]pyrrole-2-carboxamide